(3-(1-(3,4-dichlorophenyl)propan-2-yl)-1,2,3-oxadiazol-3-ium-5-yl)((3-(trifluoromethyl)phenyl)carbamoyl)amide ClC=1C=C(C=CC1Cl)CC(C)[N+]1=NOC(=C1)[N-]C(NC1=CC(=CC=C1)C(F)(F)F)=O